COC(=O)C1(C(CC1)N1C(C2=CC=CC=C2C1=O)=O)OC (1,3-dioxo-2,3-dihydro-1H-isoindol-2-yl)-1-methoxycyclobutane-1-carboxylic acid methyl ester